C(C1=CC=CC=C1)OCCCC1=C(N=NC(=C1)Cl)Cl 4-[3-(benzyloxy)propyl]-3,6-dichloro-1,2-diazine